(R)-ethyl 2-(3-(azetidin-3-yl)piperidin-1-yl)acetate N1CC(C1)[C@@H]1CN(CCC1)CC(=O)OCC